diethyl 3-(4-bromophenyl)-3-cyanoglutarate BrC1=CC=C(C=C1)C(CC(=O)OCC)(CC(=O)OCC)C#N